C(\C=C/C(=O)O)(=O)O.ClC=1C=CC2=C(N(C3=C(OC2)C=CC=C3)CCCCN(C/C=C/C(C)=O)C)C1 (E)-5-[4-(3-chlorodibenzo[b,e][1,4]oxazepin-5(11H)-yl)butyl-methyl-amino]pent-3-en-2-one maleate